5-bromo-3-[(4-chlorophenyl)methylamino]pyridine-2-carboxylate BrC=1C=C(C(=NC1)C(=O)[O-])NCC1=CC=C(C=C1)Cl